5'-O-[bis(4-methoxyphenyl)phenylmethyl]-2'-O-[(tert-butyl)dimethylsilyl]-N-(2-methyl-1-oxopropyl)guanosine COC1=CC=C(C=C1)C(OC[C@@H]1[C@H]([C@H]([C@@H](O1)N1C=NC=2C(=O)NC(NC(C(C)C)=O)=NC12)O[Si](C)(C)C(C)(C)C)O)(C1=CC=CC=C1)C1=CC=C(C=C1)OC